CPOCCOC1=CC=CC=C1 methylphenoxyethoxyphosphine